N-(2-hydroxybenzyl)-1-(2,5-dimethoxy-4-bromophenyl)-2-aminoethane OC1=C(CNCCC2=C(C=C(C(=C2)OC)Br)OC)C=CC=C1